4-chloro-1-((2-(trimethylsilyl)ethoxy)methyl)-1H-pyrazole ClC=1C=NN(C1)COCC[Si](C)(C)C